3-bromo-5-(3-chloro-5-fluorophenoxy)-1-(2,2-difluoroethyl)-1H-1,2,4-triazole BrC1=NN(C(=N1)OC1=CC(=CC(=C1)F)Cl)CC(F)F